1-bromo-4-(trifluoromethyl)benzene-2,3,5,6-d4 BrC1=C(C(=C(C(=C1[2H])[2H])C(F)(F)F)[2H])[2H]